NC=1N=C(C=C2C=C(N=CC12)NC(=O)[C@H]1[C@@H](C1)C=1C=NN(C1)C)Cl (1R,2R)-N-(8-amino-6-chloro-2,7-naphthyridin-3-yl)-2-(1-methyl-1H-pyrazol-4-yl)cyclopropane-1-carboxamide